N(=[N+]=[N-])CCCCC(=O)N[C@@H]1C[C@H](N(C1)C(=O)OC(C)(C)C)C(=O)O (2S,4R)-4-(5-azidopentanamido)-1-(tert-butoxycarbonyl)pyrrolidine-2-carboxylic acid